tert-butyl ((2S)-4-(cyclopropylamino)-3-hydroxy-4-oxo-1-(2-oxotetrahydropyrimidin-1(2H)-yl)butan-2-yl)carbamate C1(CC1)NC(C([C@H](CN1C(NCCC1)=O)NC(OC(C)(C)C)=O)O)=O